di(p-chlorophenyl)methylene(cyclopentadienyl)(dibenzofluorenyl)zirconium dichloride [Cl-].[Cl-].ClC1=CC=C(C=C1)C(=[Zr+2](C1=CC=CC2=C3C(=C4C=5C=CC=CC5CC4=C21)C=CC=C3)C3C=CC=C3)C3=CC=C(C=C3)Cl